[N+](=O)([O-])[O-].[Hf+4].BrC=1C(=NC(=NC1)NC1=CC(=C(C=C1)N1CCC(CC1)N1CCN(CC1)C)CO)NC1=C(C=CC(=C1)F)C(C)(C)O.[N+](=O)([O-])[O-].[N+](=O)([O-])[O-].[N+](=O)([O-])[O-] 2-(2-((5-Bromo-2-((3-(hydroxymethyl)-4-(4-(4-methylpiperazin-1-yl)piperidin-1-yl)phenyl)amino)pyrimidin-4-yl)amino)-4-fluorophenyl)propan-2-ol hafnium(IV) nitrate